S(N)(OCC[C@H]1OC2(O[C@@H]1CC1=C(C=CC=C1)Cl)CCCC2)(=O)=O 2-((2R,3R)-3-(2-chlorobenzyl)-1,4-dioxaspiro[4.4]nonan-2-yl)ethyl sulfamate